O1C=2N(C3=CC=C1C3)C=C3N(C2)C=CC=C3[O-] 2,5-methanopyrido[1',2':4,5]pyrazino[2,1-b][1,3]oxazepin-8-olate